COC1=CC(=C2C(=C1)OC(=C(C2=O)OC)C3=CC(=C(C=C3)O)O)O The molecule is a dimethoxyflavone that the 3,7-di-O-methyl derivative of quercetin. It has a role as an EC 1.3.1.22 [3-oxo-5alpha-steroid 4-dehydrogenase (NADP(+))] inhibitor and a metabolite. It is a trihydroxyflavone and a dimethoxyflavone. It derives from a quercetin. It is a conjugate acid of a 3',4',5-trihydroxy-3,7-dimethoxyflavone(1-).